2-(3,4-dimethoxyphenyl)-3-ethyl-5-(4-(piperidin-4-yloxy)piperidin-1-yl)-1H-indole COC=1C=C(C=CC1OC)C=1NC2=CC=C(C=C2C1CC)N1CCC(CC1)OC1CCNCC1